COC1=C(CNC2CC(C2)NC(OC(C)(C)C)=O)C=CC(=C1)OC tert-butyl (3-((2,4-dimethoxybenzyl)amino)cyclobutyl)carbamate